[Cl].[Pb] lead-chlorine salt